ClC1=C(C=C(C=C1)C(F)(F)F)Cl 1,2-dichloro-4-(trifluoromethyl)benzene